{2-[2,6-dimethyl-4-dimethylaminophenyl]-1,4,5-trimethyl-2-azabicyclo[2.2.2]octane-3-ylidene}{benzylidene}ruthenium(II) dichloride CC1=C(C(=CC(=C1)N(C)C)C)N1C2(CC(C(C1=[Ru-4](=CC1=CC=CC=C1)(Cl)Cl)(CC2)C)C)C